23H-porphine ruthenium (II) [Ru+2].C12=CC=C(N1)C=C1C=CC(=N1)C=C1C=CC(N1)=CC=1C=CC(N1)=C2